(E)-3-(3-hydroxy-4-methylphenyl)acrylamide OC=1C=C(C=CC1C)/C=C/C(=O)N